FC=1C=C(C(=O)O)C=CC1 m-fluorobenzoic acid